4-{4-[(Trifluoromethyl)sulfanyl]phenoxy}benzaldehyde FC(F)(F)SC1=CC=C(OC2=CC=C(C=O)C=C2)C=C1